C=NOCC=C methylene-O-allyl-hydroxylamine